C(C1=CC=CC=C1)(=O)OC(C(CN)C)=O benzoyl-β-aminoisobutyrate